C1(CC1)OC1=CC=C2C(=C(C(N(C2=C1)C)=O)C#N)N1CCC(CC1)OC1=CC=CC=C1 7-(cyclopropyloxy)-1-methyl-2-oxo-4-(4-phenoxypiperidin-1-yl)-1,2-dihydroquinoline-3-carbonitrile